tert-butyl (2S)-2-(cyanomethyl)-4-[2-[[(2S,4R)-4-methoxy-1-methyl-pyrrolidin-2-yl]methoxy]-7-(8-methyl-1-naphthyl)-6,8-dihydro-5H-pyrido[3,4-d]pyrimidin-4-yl]piperazine-1-carboxylate C(#N)C[C@@H]1N(CCN(C1)C=1C2=C(N=C(N1)OC[C@H]1N(C[C@@H](C1)OC)C)CN(CC2)C2=CC=CC1=CC=CC(=C21)C)C(=O)OC(C)(C)C